CC1=C(C(=CC=C1)C)C1=NC=CC=C1 2,6-dimethylphenyl-pyridine